5-(2-bromo-4-chlorophenyl)-2-(difluoromethyl)-1,3-oxazole BrC1=C(C=CC(=C1)Cl)C1=CN=C(O1)C(F)F